(±)-6-(difluoromethyl-d)-8-(2-hydroxy-2-methylcyclopentyl)-2-((1-(methylsulfonyl)piperidin-4-yl)amino)pyrido[2,3-d]pyrimidin-7(8H)-one FC(C1=CC2=C(N=C(N=C2)NC2CCN(CC2)S(=O)(=O)C)N(C1=O)C1C(CCC1)(C)O)([2H])F